FC(C=1C=C(C=C(C1)C(F)(F)F)C1=C(C=CC=C1)B(C1=CC=CC=C1)C1=CC=CC=C1)(F)F (3,5-bis(trifluoromethyl)phenyl)triphenylboron